vitamin C laurate C(CCCCCCCCCCC)(=O)O.OC=1[C@H](OC(C1O)=O)[C@H](CO)O